(((5-(3-(pyridin-2-yloxy) azetidine-1-carbonyl)-7H-pyrrolo[2,3-d]pyrimidin-4-yl) amino) methyl) piperidine-1-carboxylate N1(CCCCC1)C(=O)OCNC=1C2=C(N=CN1)NC=C2C(=O)N2CC(C2)OC2=NC=CC=C2